CC1=C(C(NC(=C1)C)=O)CNC(=O)C=1C(=C(C=C(C1)C=1C=NC(=CC1)C=O)N(C1CCC(CC1)NC(OC(C)(C)C)=O)C)C tert-butyl ((1r,4r)-4-((3-(((4,6-dimethyl-2-oxo-1,2-dihydropyridin-3-yl)methyl)carbamoyl)-5-(6-formylpyridin-3-yl)-2-methylphenyl)(methyl)amino)-cyclohexyl)carbamate